NCCCS=C(C)O.BrC1=CC=CC(=N1)OCC1=C(C=C(C=C1)F)CCCO[Si](C)(C)C(C)(C)C 3-[2-[(6-bromo-2-pyridinyl)oxymethyl]-5-fluoro-phenyl]propoxy-tert-butyl-dimethyl-silane S-(3-aminopropyl)ethanethioate